ClC=1C(=NC=2CN(CCC2C1)CC1=NC2=C(N1CCOC)C=C(C=C2)C(=O)O)OCC2=C(C=C(C=C2)Cl)F 2-({3-Chloro-2-[(4-chloro-2-fluorophenyl)methoxy]-5,6,7,8-tetrahydro-1,7-naphthyridin-7-yl}methyl)-1-(2-methoxyethyl)-1H-1,3-benzodiazole-6-carboxylic acid